FC(C=1N=C(OC1C(=O)N1[C@@H](C2=C(CC1)NC=N2)C2=NN1C(C(=CC=C1)F)=C2)C=2C=NN(C2)C)F (S)-(4-(difluoromethyl)-2-(1-methyl-1H-pyrazol-4-yl)oxazol-5-yl)(4-(4-fluoropyrazolo[1,5-a]pyridin-2-yl)-6,7-dihydro-1H-imidazo[4,5-c]pyridin-5(4H)-yl)methanone